Cl.N[C@H](CC(=O)OCC1=CC=CC=C1)C1=CC=C(C=C1)C(F)(F)F benzyl (3R)-3-amino-3-[4-(trifluoromethyl)phenyl]propanoate hydrochloride